C1(CC1)C=1C=CC=2N(C1)C=C(N2)CN2N=NC(=C2)C(=O)NCC2=NC=CC(=C2F)OC 1-((6-cyclopropylimidazo[1,2-a]pyridin-2-yl)methyl)-N-((3-fluoro-4-methoxypyridin-2-yl)methyl)-1H-1,2,3-triazole-4-carboxamide